C1(CC1)CC1=C(C(=NN1C=1SC=C(N1)C(=O)O)C1=CC=CC=C1)CC1=CC(=C(C=C1)S(N)(=O)=O)F 2-(5-(cyclopropylmethyl)-4-(3-fluoro-4-sulfamoylbenzyl)-3-phenyl-1H-pyrazol-1-yl)thiazole-4-carboxylic acid